ClC=1C=NN(C1C(=O)NC1=NC=C(C=C1F)C#CC1=CC=CC=C1)C1CCN(CC1)C(=O)C1(CCC1)C 4-chloro-N-(3-fluoro-5-(phenylethynyl)pyridin-2-yl)-1-(1-(1-methylcyclobutane-1-carbonyl)piperidin-4-yl)-1H-pyrazole-5-carboxamide